Non-1-en-7-one C=CCCCCC(CC)=O